4-((4-(tert-butyl)piperazin-1-yl)methyl)-N-(3-chloro-4-(pyridin-2-ylmethoxy)phenyl)benzamide C(C)(C)(C)N1CCN(CC1)CC1=CC=C(C(=O)NC2=CC(=C(C=C2)OCC2=NC=CC=C2)Cl)C=C1